1-(4-(2-(3-(fluoromethyl)azetidin-1-yl)Ethoxy)phenyl)-3-methyl-2,3,4,9-tetrahydro-1H-pyrido[3,4-b]Indole FCC1CN(C1)CCOC1=CC=C(C=C1)C1NC(CC2=C1NC1=CC=CC=C21)C